BrC=1C=C2C(=NC=NC2=CC1Cl)N1CCNCC1 4-(6-bromo-7-chloroquinazolin-4-yl)piperazine